Ethyl 4-(3-((3,5-dimethylisoxazol-4-yl)methyl)ureido)benzoate CC1=NOC(=C1CNC(NC1=CC=C(C(=O)OCC)C=C1)=O)C